O=C1C2(CC3(CCN(C3)C3=CC=CC=C3)C=C1C#N)CCCC2 12-oxo-2-phenyl-2-azadispiro[4.1.47.35]tetradec-13-ene-13-carbonitrile